N-(2-Fluoro-4-(8-isopropyl-2-(((1r,4r)-4-((2-methoxyethyl)(methyl)amino)cyclohexyl)amino)-7-oxo-7,8-dihydropyrido[2,3-d]pyrimidin-6-yl)phenyl)-1-phenylmethanesulfonamide hydrochloride Cl.FC1=C(C=CC(=C1)C1=CC2=C(N=C(N=C2)NC2CCC(CC2)N(C)CCOC)N(C1=O)C(C)C)NS(=O)(=O)CC1=CC=CC=C1